N-(4-benzofuran-2-yl-phenyl)-N-(4-benzooxazole-2-yl-phenyl)-N-{4-(2-phenyl-benzothiazole-6-yl)-phenyl}-amine O1C(=CC2=C1C=CC=C2)C2=CC=C(C=C2)N(C2=CC=C(C=C2)C2=CC1=C(N=C(S1)C1=CC=CC=C1)C=C2)C2=CC=C(C=C2)C=2OC1=C(N2)C=CC=C1